3-Cyano-N-[4-(3-Cyanophenyl)-5-(2,6-dimethyl-4-pyridyl)thiazol-2-yl]azetidin-1-carboxamid C(#N)C1CN(C1)C(=O)NC=1SC(=C(N1)C1=CC(=CC=C1)C#N)C1=CC(=NC(=C1)C)C